2-((3aR,6aS)-tetrahydro-1H-furo[3,4-c]pyrrol-5(3H)-yl)quinazolin-6-carbaldehyde C1OC[C@@H]2[C@H]1CN(C2)C2=NC1=CC=C(C=C1C=N2)C=O